OC=1[C@H](C[C@H](C(C(=O)O)C1C)C(=O)O)N1C[C@H](OCC1)OC (2R,4S,5S,6S)-5-hydroxy-4-((S)-2-methoxymorpholinyl)-6-methyltetrahydrophthalic acid